3-[4-[(2-Chlorophenyl)methoxy]-3-ethoxyphenyl]-1-(4-hydroxyphenyl)prop-2-en-1-one ClC1=C(C=CC=C1)COC1=C(C=C(C=C1)C=CC(=O)C1=CC=C(C=C1)O)OCC